C=CC(CC(C=C)=O)=O hepta-1,6-diene-3,5-dione